C[C@@H]1O[C@@H](CN(C1)CC1=CC(=NC(=C1)NC=1SC(=CN1)C=1OC(=NN1)C1=CC=CC=C1)C1=CC=C(C=C1)O)C 4-(4-(((2S,6R)-2,6-dimethylmorpholino)methyl)-6-((5-(5-phenyl-1,3,4-oxadiazol-2-yl)thiazol-2-yl)amino)pyridin-2-yl)phenol